O1COC2=C1C=CC(=C2)CC(C#C)N 1-(1,3-benzodioxol-5-yl)but-3-yn-2-amine